chloromethyl-4-fluoro-1,4-diazoniabicyclo[2.2.2]octane ClC[N+]12CC[N+](CC1)(CC2)F